2-((S)-1-acryloyl-4-(2-(((2S,4R)-4-fluoro-1-methylpyrrolidin-2-yl)methoxy)-7-((3-hydroxynaphthalen-1-yl)methyl)-5-methyl-5H-pyrrolo[3,2-d]pyrimidin-4-yl)piperazin-2-yl)acetonitrile C(C=C)(=O)N1[C@H](CN(CC1)C=1C2=C(N=C(N1)OC[C@H]1N(C[C@@H](C1)F)C)C(=CN2C)CC2=CC(=CC1=CC=CC=C21)O)CC#N